F[C@H]1CN(C[C@H]([C@H]1O)OC)C1=NC=CC(=N1)NC=1N=CC2=C(C=CC(=C2C1)C(C)C)N1CC(C1)CS(=O)(=O)C (3S,4R,5R)-3-fluoro-1-[4-({8-[3-(methanesulfonyl-methyl)azetidin-1-yl]-5-(propan-2-yl)isoquinolin-3-yl}amino)pyrimidin-2-yl]-5-methoxy-piperidin-4-ol